Cl.Cl.NC(C(=O)N)=C[C@H]1C(NC2=C(O1)C=CC=N2)=O (S)-2-amino-3-((S)-3-oxo-3,4-dihydro-2H-pyrido[3,2-b][1,4]oxazin-2-yl)acrylamide dihydrochloride